(R)-2-(3-chloro-2-(3-((3-((3-hydroxypyrrolidin-1-yl)methyl)-1,7-naphthyridin-8-yl)amino)-2-methylphenyl)pyridin-4-yl)-5-formylbenzo[d]Oxazole-7-carbonitrile ClC=1C(=NC=CC1C=1OC2=C(N1)C=C(C=C2C#N)C=O)C2=C(C(=CC=C2)NC=2N=CC=C1C=C(C=NC21)CN2C[C@@H](CC2)O)C